CN1CC(C1)(C)[C@@](C=1C=C(C=NC1)C#C[C@](C)(O)C1=NC=NC(=C1)OC)(C1=CC=C(C=C1)C(C)C)O (S)-4-{5-[(R)-(1,3-dimethyl-azetidin-3-yl)-hydroxy-(4-isopropyl-phenyl)-methyl]-pyridin-3-yl}-2-(6-methoxy-pyrimidin-4-yl)-but-3-yn-2-ol